C1(=CC=CC=C1)C1=CC2=C(N=CO2)C=C1 6-phenyl-benzoxazole